FC1=C(CC2=C(C(=C3CN(C(C3=C2)=O)C[C@H]2OCCC2)C)C)C=CC(=C1)N1N=CC=C1 6-(2-fluoro-4-(1H-pyrazol-1-yl)benzyl)-4,5-dimethyl-2-((2S)-tetrahydrofuran-2-ylmethyl)isoindolin-1-one